1-Isocyanato-4-(1-isocyanato-1-methylethyl)-1-methyl-cyclohexan N(=C=O)C1(CCC(CC1)C(C)(C)N=C=O)C